imidazole-4,5-dinitrile N1C=NC(=C1C#N)C#N